N-(4-(5-chloropyridin-3-yl)-2,6-dimethylphenyl)-2-(2-(cyclopropanesulfonamido)thiazol-4-yl)-2-methylpropanamide ClC=1C=C(C=NC1)C1=CC(=C(C(=C1)C)NC(C(C)(C)C=1N=C(SC1)NS(=O)(=O)C1CC1)=O)C